N-(5-(4-(4-acryloylpiperazin-1-yl)quinazolin-6-yl)-2-(cyclopentyloxy)pyridin-3-yl)-2,4-difluorobenzenesulfonamide C(C=C)(=O)N1CCN(CC1)C1=NC=NC2=CC=C(C=C12)C=1C=C(C(=NC1)OC1CCCC1)NS(=O)(=O)C1=C(C=C(C=C1)F)F